2-methoxycarbonylspiro[2.3]hexane-2-carboxylic acid COC(=O)C1(CC12CCC2)C(=O)O